NC1=NC=CC=C1C1=NC=2C(=NC(=CC2)C=2OC=CN2)N1C=1C=C2CC[C@@H](C2=CC1)NC1CCN(CC1)C(C=C)=O (S)-1-(4-((5-(2-(2-aminopyridin-3-yl)-5-(oxazol-2-yl)-3H-imidazo[4,5-b]pyridin-3-yl)-2,3-dihydro-1H-inden-1-yl)amino)piperidin-1-yl)prop-2-en-1-one